N1(N=NC=C1)CCCCCN 5-(1H-1,2,3-triazol-1-yl)pentan-1-amine